N-(4-fluoro-3-((2-((1-methyl-1H-pyrazol-4-yl)amino)-5-(quinolin-5-yl)pyrimidin-4-yl)amino)phenyl)acrylamide FC1=C(C=C(C=C1)NC(C=C)=O)NC1=NC(=NC=C1C1=C2C=CC=NC2=CC=C1)NC=1C=NN(C1)C